CC1=CC=CC(=N1)C1=NNC=C1C=1N=C2C=C(C=NC2=CC1)CO [6-[3-(6-methyl-2-pyridyl)-1H-pyrazol-4-yl]-1,5-naphthyridin-3-yl]methanol